2,4,6-trichlorobiphenyl ClC1=C(C(=CC(=C1)Cl)Cl)C1=CC=CC=C1